C(C)N(CC)CC.C1(=CC=CC=C1)S(=O)(=O)O benzenesulfonic acid triethylamine salt